1-(3-(3-fluoro-2-methylpyridin-4-yl)isoxazol-5-yl)cyclopropane-1-carboxamide FC=1C(=NC=CC1C1=NOC(=C1)C1(CC1)C(=O)N)C